manno-heptulose OCC(=O)[C@@H](O)[C@@H](O)[C@H](O)[C@H](O)CO